BrC1=NC=C(C(=N1)C1=CN=C2N1C=C(N=C2)C2COC2)F 3-(2-bromo-5-fluoropyrimidin-4-yl)-6-(oxetan-3-yl)imidazo[1,2-a]pyrazine